C(=O)(Cl)Cl.[N] nitrogen carbonyl chloride